1-(pyridin-4-ylmethyl)-N-(4-(2-(2,2,2-trifluoroethoxy)propan-2-yl)thiazol-2-yl)-1H-pyrrole-2-carboxamide N1=CC=C(C=C1)CN1C(=CC=C1)C(=O)NC=1SC=C(N1)C(C)(C)OCC(F)(F)F